2-amino-1-(4-benzyl-piperazin-1-yl)ethan-1-one dihydrochloride Cl.Cl.NCC(=O)N1CCN(CC1)CC1=CC=CC=C1